C1(CC1)CC(=O)C1CC2(C1)CCC2 2-cyclopropyl-1-(spiro[3.3]heptan-2-yl)ethanone